4-(4-(difluoromethoxy)phenyl)-6-((2-((2R,6S)-2,6-dimethylmorpholino)-5-fluoropyrimidin-4-yl)amino)-N-methylpyridazine-3-carboxamide FC(OC1=CC=C(C=C1)C1=C(N=NC(=C1)NC1=NC(=NC=C1F)N1C[C@H](O[C@H](C1)C)C)C(=O)NC)F